FC=1C=C2NC(C=3N(C2=C(C1C1=C2C=CN(C2=CC(=C1)F)CC(F)(F)F)F)C(=NN3)C)(C)C 7,9-Difluoro-8-[6-fluoro-1-(2,2,2-trifluoro-ethyl)-1H-indol-4-yl]-1,4,4-trimethyl-5H-[1,2,4]triazolo[4,3-a]quinoxaline